COC(C1=C(C(=C(C=C1)Br)F)N)=O amino-4-bromo-3-fluorobenzoic acid methyl ester